4-((2,4-dichloro-5-methoxyphenyl)amino)-7-(3-(4-(9-(2-(2,6-dioxopiperidin-3-yl)-1,3-dioxoisoindolin-4-yl)nonanoyl)piperazin-1-yl)propoxy)-6-methoxyquinoline-3-carbonitrile ClC1=C(C=C(C(=C1)Cl)OC)NC1=C(C=NC2=CC(=C(C=C12)OC)OCCCN1CCN(CC1)C(CCCCCCCCC1=C2C(N(C(C2=CC=C1)=O)C1C(NC(CC1)=O)=O)=O)=O)C#N